BrC1=CC=C(C=C1)NS(=O)(=O)C=1C=C(C=CC1)NC(C1=CN=C(C=C1)Cl)=O N-(3-(N-(4-bromophenyl)sulfamoyl)phenyl)-6-chloronicotinamide